CC(CCN[C@@H](CCC(=O)O)C(=O)O)C 3-methylbutyl-L-glutamic acid